1-(1-(2-(4-chlorophenoxy)-2-methylpropanoyl)piperidin-4-yl)-3-(4-cyanophenyl)urea ClC1=CC=C(OC(C(=O)N2CCC(CC2)NC(=O)NC2=CC=C(C=C2)C#N)(C)C)C=C1